C(CCCCC(C)C)C(C(=O)O)(S)CCCCCC(C)C Diisooctyl-thioglycolic acid